tert-butyl 4-[3-[4-[(E)-3-[7-amino-2-(2-hydroxyphenyl)imidazo[1,2-a]pyrimidin-6-yl]allyl]-1-piperidyl]cyclobutoxy]piperidine-1-carboxylate NC1=NC=2N(C=C1/C=C/CC1CCN(CC1)C1CC(C1)OC1CCN(CC1)C(=O)OC(C)(C)C)C=C(N2)C2=C(C=CC=C2)O